4-(1-(2,2-difluoroethyl)-3-phenyl-1H-pyrazol-4-yl)-6-(1-ethoxyvinyl)-7-(1-methyl-1H-pyrazol-4-yl)quinazoline FC(CN1N=C(C(=C1)C1=NC=NC2=CC(=C(C=C12)C(=C)OCC)C=1C=NN(C1)C)C1=CC=CC=C1)F